(S)-2-(4-(7,7-difluoro-2-(2-methylazetidin-1-yl)-6,7-dihydro-5H-cyclopenta[d]-pyrimidin-4-yl)piperidin-1-yl)-1-(piperazin-1-yl)ethan-1-one FC1(CCC2=C1N=C(N=C2C2CCN(CC2)CC(=O)N2CCNCC2)N2[C@H](CC2)C)F